N-(7-bromo-6-(2-chloro-5-fluorobenzoyl)-3-(3-hydroxypropyl)-2-methyl-2H-indazol-5-yl)-3-fluoro-5-(trifluoromethyl)benzamide BrC1=C(C(=CC2=C(N(N=C12)C)CCCO)NC(C1=CC(=CC(=C1)C(F)(F)F)F)=O)C(C1=C(C=CC(=C1)F)Cl)=O